4-benzimidazolecarboxylic acid methyl ester COC(=O)C1=CC=CC=2N=CNC21